ClC1=C(C=CC(=C1)F)[C@@H](C)NC(=O)[C@]1(C=2C=CC=NC2[C@@](CC1)(C)O)F (5s,8s)-N-((R)-1-(2-chloro-4-fluorophenyl)ethyl)-5-fluoro-8-hydroxy-8-methyl-5,6,7,8-tetrahydroquinoline-5-carboxamide